OC1(C\C=C\CCCC1)CC(=O)O (E)-2-(1-hydroxy-cyclooct-3-en-1-yl)acetic acid